(methylcarbamoyl)-3-azabicyclo[3.2.1]octane-3-carboxylate CNC(=O)OC(=O)N1CC2CCC(C1)C2